1-{2-fluoro-4-[4-({[3-(trifluoromethoxy)phenyl]methyl}carbamoyl)-1H-1,2,3-triazol-1-yl]butyl}-N-[(3-fluoropyridin-2-yl)methyl]-1H-1,2,3-triazole-4-carboxamide FC(CN1N=NC(=C1)C(=O)NCC1=NC=CC=C1F)CCN1N=NC(=C1)C(NCC1=CC(=CC=C1)OC(F)(F)F)=O